lactoylacetate C(C(O)C)(=O)CC(=O)[O-]